isopropyl-thiopyran C(C)(C)C1SC=CC=C1